cis-2-(2-(4-phenyl-1H-imidazol-2-yl)piperidine-1-carbonyl)cyclopropane-1-carbonitrile C1(=CC=CC=C1)C=1N=C(NC1)C1N(CCCC1)C(=O)[C@@H]1[C@@H](C1)C#N